C(C)(C)N1N=C(C=C1[C@@H]1CC(CC1)=O)C1=NC(=CC=C1)C(F)(F)F (S)-3-(1-isopropyl-3-(6-(trifluoromethyl)pyridin-2-yl)-1H-pyrazol-5-yl)cyclopentanone